6,7-dichloro-1,2-dimethyl-3-(1-tetrahydropyran-2-ylpyrazol-4-yl)indole ClC1=CC=C2C(=C(N(C2=C1Cl)C)C)C=1C=NN(C1)C1OCCCC1